ClC1=C(C=C(CN2CCN(CC2)C(=O)N2N=C(C=C2)NS(=O)(=O)C)C=C1)N1CC2(CC1)CCOCC2 N-(1-(4-(4-Chloro-3-(8-oxa-2-azaspiro[4.5]decan-2-yl)benzyl)piperazine-1-carbonyl)-1H-pyrazol-3-yl)methanesulfonamide